(R)-(4-(1H-pyrrolo[2,3-b]pyridin-4-yl)-3,4-dihydro-2H-1,4-thiazin-6-yl)(3-amino-3-methylpiperidin-1-yl)methanone hydrochloride Cl.N1C=CC=2C1=NC=CC2N2CCSC(=C2)C(=O)N2C[C@](CCC2)(C)N